COC1=C(C=CC=C1)C=1CCN(CC1)C(=O)C1=NN(C(C2=CC=CC=C12)=O)C 4-(4-(2-methoxyphenyl)-1,2,3,6-tetrahydropyridine-1-carbonyl)-2-methylphthalazin-1(2H)-one